2-(dimethylamino)-6-methoxyisonicotinic acid CN(C=1C=C(C(=O)O)C=C(N1)OC)C